C([O-])([O-])=O.[Ni+2] nickel (ii) carbonate